BrC=1C(=CC(=NC1)OCCOCCOCCOCCOCCOC)CC 5-bromo-4-ethyl-2-[2-[2-[2-[2-(2-methoxyethoxy)ethoxy]ethoxy]ethoxy]ethoxy]pyridine